FC(OC=1C=C(C=C(C1)F)C1=CC(=C(C=C1)C=1C=NN(C1)C(C)C)NS(=O)(=O)C1=CC(=CC=C1)C(F)(F)F)F N-(3'-(difluoromethoxy)-5'-fluoro-4-(1-isopropyl-1H-pyrazol-4-yl)biphenyl-3-yl)-3-(trifluoromethyl)benzenesulfonamide